(S)-N-(2-chloro-4-cyanophenyl)-2-methyloxirane-2-carboxamide ClC1=C(C=CC(=C1)C#N)NC(=O)[C@]1(OC1)C